BrC1=C(C=CC=C1N(C1=CC2=CC=CC=C2C=C1)C1=CC2=CC=CC=C2C=C1)N(C1=CC2=CC=CC=C2C=C1)C1=CC=CC2=CC=CC=C12 2-bromo-N1-(naphthalen-1-yl)-N1,N3,N3-tri(naphthalen-2-yl)benzene-1,3-diamine